tert-butyl 4-((7-(isopropylcarbamoyl)-5-((2-(trimethylsilyl)ethoxy)methyl)-5H-pyrrolo[2,3-b]pyrazin-2-yl)(methyl)amino)piperidine-1-carboxylate C(C)(C)NC(=O)C1=CN(C2=NC=C(N=C21)N(C2CCN(CC2)C(=O)OC(C)(C)C)C)COCC[Si](C)(C)C